N-(4-{cis-bicyclo[3.1.0]hexan-3-yloxy}-3-fluorophenyl)-2-(pyrrolidin-1-yl)-5-(2,2,2-trifluoroethyl)oxazole-4-carboxamide C12CC(CC2C1)OC1=C(C=C(C=C1)NC(=O)C=1N=C(OC1CC(F)(F)F)N1CCCC1)F